C[C@@H]1N(CCC1)CC1=NC2=C(N1)C=CC(=C2)NC(=O)C2=CC=C(C=C2)C=2C=NN(C2)CCCN2CCN(CC2)C(=O)OC(C)(C)C tert-butyl (S)-4-(3-(4-(4-((2-((2-methylpyrrolidin-1-yl)methyl)-1H-benzo[d]imidazol-5-yl)carbamoyl)phenyl)-1H-pyrazol-1-yl)propyl)piperazine-1-carboxylate